2-(3-bromo-4-chloro-5-fluorophenoxy)-N-[(1R,2S,4R,5S)-5-(2-{[cis-3-(trifluoromethoxy)cyclobutyl]oxy}acetamido)bicyclo[2.2.1]heptan-2-yl]acetamide BrC=1C=C(OCC(=O)N[C@@H]2[C@H]3C[C@@H]([C@@H](C2)C3)NC(CO[C@@H]3C[C@@H](C3)OC(F)(F)F)=O)C=C(C1Cl)F